tert-butyl 4-[1-(4-chlorophenyl)-2-methoxy-2-oxo-ethyl]piperazine-1-carboxylate ClC1=CC=C(C=C1)C(C(=O)OC)N1CCN(CC1)C(=O)OC(C)(C)C